bis[2-(trivinylsilyl)vinyl]divinylsilane C(=C)[Si](C=C[Si](C=C)(C=C)C=C[Si](C=C)(C=C)C=C)(C=C)C=C